(9H-fluoren-9-yl)methyl((S)-1-(((S)-1-((4-((tert-butyldimethylsilyl)oxy)phenyl)amino)-1-oxo-5-ureidopentan-2-yl)amino)-3-methyl-1-oxobutan-2-yl)carbamate C1=CC=CC=2C3=CC=CC=C3C(C12)OC(N([C@H](C(=O)N[C@H](C(=O)NC1=CC=C(C=C1)O[Si](C)(C)C(C)(C)C)CCCNC(=O)N)C(C)C)C)=O